C1(CC1)C(=O)N1[C@H](CN(CC1)C(=O)C=1C=NC2=CC=C(C=C2C1N1CCC(CC1)(C#N)C)F)C (S)-1-(3-(4-(cyclopropanecarbonyl)-3-methylpiperazine-1-carbonyl)-6-fluoroquinolin-4-yl)-4-methylpiperidine-4-carbonitrile